N-{2-fluoro-3-[6-oxo-4-(trifluoromethyl)-1,6-dihydropyrimidin-2-yl]-4-(trifluoromethyl)benzyl}-1-[2-(4-fluorophenyl)acetyl]piperidine-4-carboxamide FC1=C(CNC(=O)C2CCN(CC2)C(CC2=CC=C(C=C2)F)=O)C=CC(=C1C=1NC(C=C(N1)C(F)(F)F)=O)C(F)(F)F